2-(16-((2,5-dioxopyrrolidin-1-yl)oxy)-16-oxohexadecyl)-2-methylmalonic acid O=C1N(C(CC1)=O)OC(CCCCCCCCCCCCCCCC(C(=O)O)(C(=O)O)C)=O